mono-tetradecylphosphate disodium salt [Na+].[Na+].C(CCCCCCCCCCCCC)OP(=O)([O-])[O-]